BrC1=CC=C(C=2C3=CC=CC=C3N(C12)C1=CC=CC=C1)Cl 1-bromo-4-chloro-9-phenyl-9H-carbazole